N-[3,5-bis(1,1-dimethylethyl)phenyl]-2',4',6'-trimethyl-[1,1'-biphenyl]-3-amine CC(C)(C)C=1C=C(C=C(C1)C(C)(C)C)NC=1C=C(C=CC1)C1=C(C=C(C=C1C)C)C